(5-bromo-1-{[2-(trimethylsilyl)ethoxy]methyl}indazol-7-yl)methanol BrC=1C=C2C=NN(C2=C(C1)CO)COCC[Si](C)(C)C